phenyl N-[(1S)-1-[(2S,4R)-4-hydroxy-2-[[(1S)-1-[4-(4-methylthiazol-5-yl)phenyl]ethyl]carbamoyl]pyrrolidine-1-carbonyl]-2,2-dimethyl-propyl]carbamate O[C@@H]1C[C@H](N(C1)C(=O)[C@H](C(C)(C)C)NC(OC1=CC=CC=C1)=O)C(N[C@@H](C)C1=CC=C(C=C1)C1=C(N=CS1)C)=O